piperidin-1-yl(1-m-tolyl-1H-benzo[d]imidazol-5-yl)methanone N1(CCCCC1)C(=O)C1=CC2=C(N(C=N2)C=2C=C(C=CC2)C)C=C1